N-(1-(2-(4-chlorophenyl)hydrazine-1-carbonyl)-3,3-difluorocyclobutyl)-3-(difluoromethyl)-1-methyl-1H-pyrazole-4-carboxamide ClC1=CC=C(C=C1)NNC(=O)C1(CC(C1)(F)F)NC(=O)C=1C(=NN(C1)C)C(F)F